ClC=1C=C(C=CC1Cl)C=1C=CC=C2C=CN(C(C12)=O)CC(=O)N1CC(CC1)F 8-(3,4-dichlorophenyl)-2-(2-(3-fluoropyrrolidin-1-yl)-2-oxoethyl)isoquinolin-1(2H)-one